ON1C(C=C(C2=CC=C3C(=C12)C=CC=C3)C3=CC=CC=C3)C(C(F)(F)F)=O 1-hydroxy-4-phenyl-2-(2,2,2-trifluoroethan-1-one-1-yl)benzo[h]quinoline